C(#N)C=1C=CC(=C(C(=O)NC(C)C2=CC=NC3=CC=CC=C23)C1)C 5-cyano-2-methyl-N-(1-(quinolin-4-yl)ethyl)benzamide